(1r,4r)-4-(((6-(3'-amino-2,2'-dichloro-[1,1'-biphenyl]-3-yl)-2-methoxypyridin-3-yl)methyl)(methyl)amino)cyclohexane-1-carboxylic acid methyl ester COC(=O)C1CCC(CC1)N(C)CC=1C(=NC(=CC1)C=1C(=C(C=CC1)C1=C(C(=CC=C1)N)Cl)Cl)OC